CC=1C(C2=CC=CC=C2C(C1C([2H])([2H])C1=NC=C(C=C1)C(F)(F)F)=O)=O 2-methyl-3-((5-(trifluoromethyl)pyridin-2-yl)methyl-d2)naphthalene-1,4-dione